(E)-3-(4-chlorobenzylidene)pyrrolidine-2,5-dione ClC1=CC=C(\C=C/2\C(NC(C2)=O)=O)C=C1